6,7-difluoro-3-(1-{4-[(R)-3-(2-methoxy-ethoxymethyl)-pyrrolidine-1-carbonyl]-phenyl}-1H-[1,2,3]triazol-4-yl)-1H-quinolin-2-one FC=1C=C2C=C(C(NC2=CC1F)=O)C=1N=NN(C1)C1=CC=C(C=C1)C(=O)N1C[C@@H](CC1)COCCOC